O=C1NC(CCC1NC1=CC(=C(C=C1)N1CCC(CC1)(O)CC(=O)N1CCC(CC1)N1N=C2C=C(C(=CC2=C1)C(=O)NC1=NC(=CC=C1)C(F)(F)F)OC(C)C)F)=O 2-[1-[2-[1-[4-[(2,6-dioxo-3-piperidyl)amino]-2-fluoro-phenyl]-4-hydroxy-4-piperidyl]acetyl]-4-piperidyl]-6-isopropoxy-N-[6-(trifluoromethyl)-2-pyridyl]indazole-5-carboxamide